7-bromo-N-(tert-butyl)-2-(1-methyl-1H-pyrazol-4-yl)thieno[3,2-b]pyridin-5-amine BrC1=C2C(=NC(=C1)NC(C)(C)C)C=C(S2)C=2C=NN(C2)C